O1COC=C1C(=O)[O-] [1,3]Dioxole-5-carboxylate